C12(CC3CC(CC(C1)C3)C2)CN2N=CC(=C2C)C2=C(N=C(S2)NC=2N=NC(=C(C2C)C)NC=2SC3=C(N2)C=CC=C3)C(=O)O {1-[(adamantan-1-yl)methyl]-5-methyl-1H-pyrazol-4-yl}-2-({6-[(1,3-benzothiazol-2-yl)amino]-4,5-dimethylpyridazin-3-yl}amino)-1,3-thiazole-4-carboxylic acid